1-[2-(aminomethyl)-3,3-difluoro-allyl]-4-[4-(1-ethylpyrazol-4-yl)phenyl]tetrazol-5-one trifluoroacetate FC(C(=O)O)(F)F.NCC(CN1N=NN(C1=O)C1=CC=C(C=C1)C=1C=NN(C1)CC)=C(F)F